NCCNCCCNCCN N,N'-bis-(2-amino-ethyl)-propane-1,3-diamine